((3aR,6aS)-hexahydropyrrolo[3,4-c]pyrrol-2(1H)-yl)-2-((R)-3-((6-(2-hydroxy-4-(trifluoromethyl)phenyl)-5-methylpyridazin-3-yl)amino)piperidin-1-yl)ethan-1-one C1N(C[C@@H]2[C@H]1CNC2)C(CN2C[C@@H](CCC2)NC=2N=NC(=C(C2)C)C2=C(C=C(C=C2)C(F)(F)F)O)=O